2,6-di-tert-butylphenoxyaluminum dichloride C(C)(C)(C)C1=C(O[Al](Cl)Cl)C(=CC=C1)C(C)(C)C